(S)-N-(3-(3-methyl-1-(4-methyl-4H-1,2,4-triazol-3-yl)cyclobutyl)phenyl)-4-((3-methylpiperidin-1-yl)methyl)-6,7-dihydro-5H-cyclopenta[b]pyridine-2-carboxamide CC1CC(C1)(C1=NN=CN1C)C=1C=C(C=CC1)NC(=O)C1=CC(=C2C(=N1)CCC2)CN2C[C@H](CCC2)C